CC1(OCCC(C1)N)C 2,2-dimethyl-tetrahydro-2H-pyran-4-amine